C(N)(O)=O.C(C1=CC=CC=C1)N(C)C N-benzyl-dimethylamine carbamate